1-chloro-3-tosylamido-4-phenyl-2-butanone CC1=CC=C(C=C1)S(=O)(=O)NC(CC2=CC=CC=C2)C(=O)CCl